2,2'-[naphthalene-2,6-diylbis(methyleneoxy[1,1'-binaphthalene]-2',2-diyloxy)]-di(ethan-1-ol) C1=C(C=CC2=CC(=CC=C12)COC1=C(C2=CC=CC=C2C=C1)C1=C(C=CC2=CC=CC=C12)OCCO)COC1=C(C2=CC=CC=C2C=C1)C1=C(C=CC2=CC=CC=C12)OCCO